CC1(C(C(NC1)=O)NC1=NC=2C(=CC=CC2C=2N1N=C(N2)C=2C=NN(C2)C)C(F)(F)F)C (+)-4,4-Dimethyl-3-{[2-(1-methyl-1H-pyrazol-4-yl)-7-(trifluoromethyl)[1,2,4]triazolo[1,5-c]quinazolin-5-yl]amino}pyrrolidin-2-one